5-chloro-2-[[6-chloro-3-(4-methylpiperazin-1-yl)-4-quinolinyl]amino]benzoic acid ClC=1C=CC(=C(C(=O)O)C1)NC1=C(C=NC2=CC=C(C=C12)Cl)N1CCN(CC1)C